BrC1=NN(C2=C1C=NC(=C2)CC(=O)N)C2=NC(=NC=C2)C(C)(F)F (3-bromo-1-(2-(1,1-difluoroethyl)pyrimidin-4-yl)-1H-pyrazolo[4,3-c]pyridin-6-yl)acetamide